FC(C1=NN(C=C1C(=O)Cl)C)F 3-(difluoromethyl)-1-methyl-pyrazole-4-carbonyl chloride